C1(CC1)C(=O)N1CC2=CC(=CC=C2CC1)OC1=CC=C(C=C1)C(F)(F)F cyclopropyl(7-(4-(trifluoromethyl)phenoxy)-3,4-dihydroisoquinolin-2(1H)-yl)-methanone